bis(3-(trifluoromethyl)-1H-1,2,4-triazole-5-yl)Pyridine FC(C1=NNC(=N1)C=1C(=NC=CC1)C1=NC(=NN1)C(F)(F)F)(F)F